BrC1=C(C=C(OC2CCC(CC2)CCCC=O)C=C1)C 4-((1r,4s)-4-(4-bromo-3-methylphenoxy)cyclohexyl)butanal